N-(2-(1-cyclopropyl-4-methyl-1H-pyrazol-5-yl)-5-methoxypyrimidin-4-yl)-N-(4-(1-methyl-4-(trifluoromethyl)-1H-imidazol-2-yl)benzyl)hydroxylamine C1(CC1)N1N=CC(=C1C1=NC=C(C(=N1)N(O)CC1=CC=C(C=C1)C=1N(C=C(N1)C(F)(F)F)C)OC)C